(S)-2-(2-chloro-1-methyl-1H-imidazole-5-carboxamido)-N6-ethyl-N1-(1-(2-(3,5,7-trimethyl-1-adamantylamino)-2-oxoethyl)-2-oxo-1,2-dihydropyridin-3-yl)-5-oxohexanediamide ClC=1N(C(=CN1)C(=O)N[C@H](C(=O)NC=1C(N(C=CC1)CC(=O)NC12CC3(CC(CC(C1)(C3)C)(C2)C)C)=O)CCC(C(=O)NCC)=O)C